5-(4-{4-[(5,5-dimethyl-5,6-dihydro-4H-1,3-oxazin-2-yl)amino]-2,6-difluorophenoxy}-1H-pyrrolo[2,3-b]pyridin-3-yl)-2-[(propan-2-yl)oxy]benzonitrile CC1(CN=C(OC1)NC1=CC(=C(OC2=C3C(=NC=C2)NC=C3C=3C=CC(=C(C#N)C3)OC(C)C)C(=C1)F)F)C